[SiH3][SiH]([SiH2][SiH3])[SiH3] 3-silyltetrasilane